difluorophosphate boron [B+3].P(=O)([O-])(F)F.P(=O)([O-])(F)F.P(=O)([O-])(F)F